1-Benzyl-2-oxo-N-(2,3,4',5,6-pentafluoro-[1,1'-biphenyl]-4-yl)-1,2-dihydropyrazolo[1,5-a]pyridine-3-carboxamide C(C1=CC=CC=C1)N1C(C(=C2N1C=CC=C2)C(=O)NC2=C(C(=C(C(=C2F)F)C2=CC=C(C=C2)F)F)F)=O